methyl 6-((((4-methoxybenzyl)oxy)carbonyl)amino)chromane-2-carboxylate COC1=CC=C(COC(=O)NC=2C=C3CCC(OC3=CC2)C(=O)OC)C=C1